C=C(C)C1C(C=CCC1)C=1C(=CC=CC1O)O 2'-(prop-1-en-2-yl)-1',2',3',4'-tetrahydro-[1,1'-biphenyl]-2,6-diol